4-(3-(3,8-diazabicyclo[3.2.1]octan-8-yl)-7-fluoro-1-methyl-1H-pyrazolo[4,3-c]pyridin-6-yl)-5-ethynyl-6-fluoronaphthalen-2-ol C12CNCC(CC1)N2C2=NN(C1=C2C=NC(=C1F)C1=CC(=CC2=CC=C(C(=C12)C#C)F)O)C